ClC1=C(C=NO)C(=CC(=C1)F)Cl 2,6-dichloro-4-fluorobenzaldehyde oxime